C1(=CC=CC=C1)[C@@H](C)OC(=O)C=1[C@@H]2C3=CC=CC=C3[C@H](C1)O2 (1S,8S)-11-Oxatricyclo[6.2.1.02,7]undeca-2,4,6,9-tetraene-9-carboxylic acid (R)-1-phenylethyl ester